(S)-1-(tert-butoxy-carbonyl)-5,5-dimethyl-pyrrolidine-2-carboxylic acid C(C)(C)(C)OC(=O)N1[C@@H](CCC1(C)C)C(=O)O